N1N=CC2=CC(=CC=C12)C#CC1=NC(=NC=C1)C1=NC(=NC=C1)N1CC=2C=NC(=CC2C1)O 2-(4-((1H-Indazol-5-yl)ethynyl)-[2,4'-bipyrimidin]-2'-yl)-2,3-dihydro-1H-pyrrolo[3,4-c]pyridin-6-ol